C(C=C)C1=C(CNC2=CC=C(C=C2)Cl)C=CC=C1 N-(2-allyl-benzyl)-4-chloroaniline